C(C1=C(C(=CC(=C1)C(C)(C)CC(C)(C)C)C1=CC=CC=2NN=NC21)O)C2=C(C(=CC(=C2)C(C)(C)CC(C)(C)C)C2=CC=CC=1NN=NC12)O methylenebis(4-tert-octyl-6-(benzotriazolyl)phenol)